5-(8-Bromonaphth-1-yl)-10-(4,6-diphenyl-[1,3,5]triazin-2-yl)-5,10-dihydrophenazine BrC=1C=CC=C2C=CC=C(C12)N1C=2C=CC=CC2N(C2=CC=CC=C12)C1=NC(=NC(=N1)C1=CC=CC=C1)C1=CC=CC=C1